4-((7-(4,4-Difluoropiperidin-1-yl)heptyl)thio)-2-(2,6-dioxopiperidin-3-yl)isoindoline FC1(CCN(CC1)CCCCCCCSC1=C2CN(CC2=CC=C1)C1C(NC(CC1)=O)=O)F